C(C)C1=C2C(=C(N(C2=CC=C1OCC(CNC(CO)(CO)CO)O)C1=C(C=CC=C1)C)C)C(=O)N Ethyl-5-[2-hydroxy-3-(trimethylol-methylamino)-propoxy]-2-methyl-1-(methylphenyl)indole-3-carboxamide